C(#N)C1=CC=C(C(=N1)OC=1C(=C(C=CC1)C[C@@H]1N(CC([C@@H]1NS(=O)(=O)C(C)C)(F)F)C(=O)OC(C)(C)C)F)C tert-butyl (2S,3R)-2-({3-[(6-cyano-3-methylpyridin-2-yl)oxy]-2-fluorophenyl}methyl)-4,4-difluoro-3-[(propane-2-sulfonyl)amino]pyrrolidine-1-carboxylate